N-(3-(6-(2,6-Dimethylphenyl)-7-oxo-7H-pyrano[2,3-d]pyrimidine-2-ylamino)phenyl)-acetamide CC1=C(C(=CC=C1)C)C1=CC2=C(N=C(N=C2)NC=2C=C(C=CC2)NC(C)=O)OC1=O